FC(C(C)(C)O)(F)C=1C(=C(C=CC1)[C@@H](C)NC1=NC(=NC2=CC3=C(C=C12)N(C([C@H](O3)C)=O)C)C)F (R)-4-(((R)-1-(3-(1,1-Difluoro-2-hydroxy-2-methylpropyl)-2-fluorophenyl)ethyl)amino)-2,6,8-trimethyl-6H-[1,4]oxazino[3,2-g]quinazolin-7(8H)-one